S(=O)([O-])S(=O)[O-] dithionit